3-((1s,4s)-4-((3,5-dichloropyridin-2-yl)oxy)cyclohexyl)-2-oxo-2,3-dihydro-1H-benzo[d]imidazole-5-carboxylic acid ClC=1C(=NC=C(C1)Cl)OC1CCC(CC1)N1C(NC2=C1C=C(C=C2)C(=O)O)=O